C1(CC1)C=1C=C(C=2N(C1)C=C(N2)CN2N=NC(=C2)C(=O)O)N2CCNCC2 1-((6-cyclopropyl-8-(piperazin-1-yl)imidazo[1,2-a]pyridin-2-yl)methyl)-1H-1,2,3-triazole-4-carboxylic acid